tert-butyl (S)-6-(1-methoxy-3-methyl-1-oxobutan-2-yl)-5-oxo-2,6-diazaspiro[3.4]octane-2-carboxylate COC([C@H](C(C)C)N1C(C2(CN(C2)C(=O)OC(C)(C)C)CC1)=O)=O